3,4,5-Trichloroiodobenzene C1=C(C=C(C(=C1Cl)Cl)Cl)I